CN1CC(C1)(C)[C@@](C=1C=C(C=NC1)C(C(C)(F)F)O)(C1=CC=C(C=C1)C(C)C)O {5-[(R)-(1,3-dimethyl-azetidin-3-yl)-hydroxy-(4-isopropyl-phenyl)-methyl]-pyridin-3-yl}-2,2-difluoro-propan-1-ol